C1(=CC=CC2=CC=CC=C12)C(C)[NH3+] 1-(1-naphthyl)ethylammonium